BrC=1C=C(C(=NC1)C=1N=NN(N1)C1COC1)Cl 5-bromo-3-chloro-2-(2-(oxetan-3-yl)-2H-tetrazol-5-yl)pyridine